CC(CC)C=C(C)C 3,5-dimethyl-4-hexene